Cl.ClCC1(CSC2=NC3=CC=C(C=C3CN21)F)O 3-(chloromethyl)-7-fluoro-2,3-dihydro-5H-thiazolo[2,3-b]Quinazoline-3-ol hydrochloride